C1=CC=CC=2C3=CC=CC=C3C(C12)COC(=O)N[C@H](C(=O)N1[C@@H](CCC1)C(=O)O)CC1=CC=CC=C1 (2S)-1-[(2S)-2-(9H-fluorene-9-ylmethoxycarbonylamino)-3-phenylpropanoyl]pyrrolidine-2-carboxylic acid